(5S,7S)-2-((S)-1-(4-fluorophenyl)-3,4-dihydroisoquinolin-2(1H)-yl)-1-oxa-3-azaspiro[4.4]non-2-en-7-amine FC1=CC=C(C=C1)[C@@H]1N(CCC2=CC=CC=C12)C=1O[C@]2(CN1)C[C@H](CC2)N